P(OCC=C)(OCC=C)OCC=C tri-allyl phosphite